1-{[(3R)-6-butoxy-3-methyl-3,4-dihydro-2-naphthalenyl]methyl}-3-methyl-3-azetidinecarboxylic acid C(CCC)OC=1C=C2C[C@H](C(=CC2=CC1)CN1CC(C1)(C(=O)O)C)C